OC(C)(C)C1=CC=CC(=N1)C(=O)O 6-(2-Hydroxypropan-2-yl)picolinic acid